4-(6-Bromoquinolin-2-yl)piperidine-1-carboxylic acid tert-butyl ester C(C)(C)(C)OC(=O)N1CCC(CC1)C1=NC2=CC=C(C=C2C=C1)Br